ClC1=CC2=C(N=C(S2)SC)C=C1 6-chloro-2-(methylthio)benzo[d]thiazole